chromium-zirconium-titanium-copper [Cu].[Ti].[Zr].[Cr]